FC1=C(C=C(C(=C1)C)F)[C@H]1[C@H](C2=CC=C(C=C2C(C1)(F)F)O)C1=CC=C(C=C1)N1CCC(CC1)C(OC)OC (1S,2R)-2-(2,5-difluoro-4-methyl-phenyl)-1-[4-[4-(dimethoxymethyl)-1-piperidyl]phenyl]-4,4-difluoro-tetralin-6-ol